[Si](C)(C)(C(C)(C)C)OCCOC=1C=C(C=NC1)CN (5-(2-((tert-butyldimethylsilyl)oxy)ethoxy)pyridin-3-yl)methylamine